N1N=CC2=CC=C(C=C12)CN1C(N(C(C2=C1SC(=C2)S(=O)(=O)NC2(CC2)C)=O)CC=2C=NN(C2)C)=O 1-((1H-Indazol-6-yl)methyl)-3-((1-methyl-1H-pyrazol-4-yl)methyl)-N-(1-methylcyclopropyl)-2,4-dioxo-1,2,3,4-tetrahydrothieno[2,3-d]pyrimidine-6-sulfonamide